C(C)OC1=C(C=CC(=C1F)F)[C@H]1[C@H](O[C@]([C@@H]1C)(C(F)(F)F)C)C(=O)NC1=CC(=[N+](C=C1)[O-])C(=O)N (2S,3S,4R,5R)-4-[[3-(2-Ethoxy-3,4-difluoro-phenyl)-4,5-dimethyl-5-(trifluoromethyl)tetrahydrofuran-2-carbonyl]amino]-1-oxido-pyridin-1-ium-2-carboxamid